2-[7-[4-[2-[1-(6,7-dihydro-5H-pyrrolo[1,2-c]imidazol-1-yl)-2-oxo-2-(thiazol-2-ylamino)ethyl]-7-fluoro-3-oxo-isoindolin-5-yl]phenyl]-2,7-diazaspiro[3.5]nonan-2-yl]acetic acid C1(=C2N(C=N1)CCC2)C(C(NC=2SC=CN2)=O)N2CC1=C(C=C(C=C1C2=O)C2=CC=C(C=C2)N2CCC1(CN(C1)CC(=O)O)CC2)F